FC=1C=C(C=CC1)[C@@H](C(C)C)N1C[C@@H](N(C[C@H]1C)C=1C=2N=C(N(C2N2C(N1)=NN=C2)C[C@H]2OCCC2)C)C 4-((2S,5R)-4-((R)-1-(3-fluorophenyl)-2-methylpropyl)-2,5-dimethylpiperazin-1-yl)-2-methyl-1-(((S)-tetrahydrofuran-2-yl)methyl)-1H-[1,2,4]triazolo[3,4-b]purine